(S)-2-[[5-(ethylsulfonimidoyl)-6-[7-(trifluoromethyl)imidazo[1,2-a]pyridin-2-yl]-3-pyridyl]oxy]-2-methyl-propanenitrile C(C)[S@@](=O)(=N)C=1C=C(C=NC1C=1N=C2N(C=CC(=C2)C(F)(F)F)C1)OC(C#N)(C)C